((S)-tert-butyl 1-(4-(1-(difluoromethyl)-4-((R)-2-methylbut-3-enamido)-1H-pyrazol-5-yl) pyridin-2-yl) but-3-en-1-yl) carbamate C(N)(O[C@@H](CC=CC(C)(C)C)C1=NC=CC(=C1)C1=C(C=NN1C(F)F)NC([C@@H](C=C)C)=O)=O